ClC1=C(C(=C(C=C1OC)OC)Cl)C1=CC2=C(N=C(N=C2)NC2=CC=CC=C2)N(C1=O)C1CCN(CC1)C(\C=C\CN(C)C)=O (E)-6-(2,6-dichloro-3,5-dimethoxyphenyl)-8-(1-(4-(dimethylamino)-but-2-enoyl)piperidin-4-yl)-2-(phenylamino)pyrido[2,3-d]pyrimidin-7(8H)-one